FC(C(=O)O)(F)F.FC1=CC=C(C=C1)C1=C(N=CC2=CC3=C(C=C12)C=NN3)C3CCOCC3 5-(4-fluorophenyl)-6-tetrahydropyran-4-yl-1H-pyrazolo[4,3-g]Isoquinoline (trifluoroacetate)